1,6-dimethyl-5-nitro-1,3-dihydro-2H-benzo[d]imidazol-2-one CN1C(NC2=C1C=C(C(=C2)[N+](=O)[O-])C)=O